N-(5-((6-Methoxy-7-(3-morpholinopropoxy)chinolin-4-yl)oxy)pyridin-2-yl)-4-(4-phenylpiperidin-1-yl)picolinamid COC=1C=C2C(=CC=NC2=CC1OCCCN1CCOCC1)OC=1C=CC(=NC1)NC(C1=NC=CC(=C1)N1CCC(CC1)C1=CC=CC=C1)=O